(RS)-N-(2-((3,5-dichloropyridin-2-yl)oxy)propyl)-5-chloro-2,6-dimethylpyrimidin-4-amine ClC=1C(=NC=C(C1)Cl)O[C@@H](CNC1=NC(=NC(=C1Cl)C)C)C |r|